5-(thiazol-5-yl)-1H-pyrazolo[4,3-B]pyridine-7-carboxylic acid S1C=NC=C1C1=CC(=C2C(=N1)C=NN2)C(=O)O